(2,6-diphenylpyrimidin-4-yl)-[1,1'-biphenyl] C1(=CC=CC=C1)C1=NC(=CC(=N1)C1=C(C=CC=C1)C1=CC=CC=C1)C1=CC=CC=C1